3-(4-cyclopropylphenoxy)azetidine C1(CC1)C1=CC=C(OC2CNC2)C=C1